C(C)(=O)N1CCC(CC1)CN1N=C2C3=C(C[C@H](C2=C1)C)OC(=C3C(F)(F)F)C(=O)NC[C@H]3OCCC3 (4R)-2-[(1-Acetylpiperidin-4-yl)methyl]-4-methyl-N-{[(2S)-oxolan-2-yl]methyl}-8-(trifluoromethyl)-4,5-dihydro-2H-furo[2,3-g]indazol-7-carboxamid